C12(CC3CC(CC(C1)C3)C2)C2(C(C(=CC(=C2)C)C=2N(C3=CC=CC=C3C2)C)OCOC)Br 2-(3-((3r,5r,7r)-adamantan-1-yl)-3-bromo-2-(methoxymethoxy)-5-methylphenyl)-1-methyl-1H-indole